2-(3-(5-(1-aminoethyl)-1,2,4-oxadiazol-3-yl)phenyl)acetonitrile NC(C)C1=NC(=NO1)C=1C=C(C=CC1)CC#N